tert-butyl (S,E)-2-(3-(4-((3,7-dimethylocta-2,6-dien-1-yl)oxy)-3-(trifluoromethyl)phenyl)-1,2,4-oxadiazol-5-yl)pyrrolidine-1-carboxylate C\C(=C/COC1=C(C=C(C=C1)C1=NOC(=N1)[C@H]1N(CCC1)C(=O)OC(C)(C)C)C(F)(F)F)\CCC=C(C)C